Nitro-iron [N+](=O)([O-])[Fe]